C(CC)NCC(=O)O N-(Propyl)glycin